Cl.C1(CC1)CN1CCC2(CC(C2)N(C(=O)C2=CSC=C2)C2=CC=CC=C2)CC1 N-(7-(cyclopropylmethyl)-7-azaspiro[3.5]nonan-2-yl)-N-phenylthiophene-3-carboxamide hydrochloride